BrC1=C(CCOS(=O)(=O)C2=CC=C(C=C2)C)C=C(C=C1)Br.FC=1C=C2CCN(CC2=CC1F)C(=O)C=1C(=C2CN(C(C2=CC1F)=O)N1C(CCCC1=O)=O)F [5-(6,7-difluoro-3,4-dihydro-1H-isoquinoline-2-carbonyl)-4,6-difluoro-1-oxo-isoindolin-2-yl]piperidine-2,6-dione 2,5-dibromophenethyl-4-methylbenzenesulfonate